ClC1=C(C=CC(=C1OCC1=CC=C(C=C1)OC)OCC1=CC=C(C=C1)OC)C(C(=O)N(C(OC(C)(C)C)=O)[C@H]1C(NCCC1)=O)=O tert-Butyl (R)-(2-(2-chloro-3,4-bis((4-methoxybenzyl)oxy)phenyl)-2-oxoacetyl)(2-oxopiperidin-3-yl)carbamate